C(C)N(CCCC(C)NCC(=O)NC=1C=C(C=C2C=CC=NC12)C)CC 2-((5-(diethylamino)pentan-2-yl)amino)-N-(6-methylquinolin-8-yl)acetamide